(1R,2R)-3-(4-acetoxy-3,5-dimethylbenzamido)-1-((2R,3R,4S,6R)-4-acetoxy-6-allyl-3-amino-6-(methoxycarbonyl)tetrahydro-2H-pyran-2-yl)propane-1,2-diyl diacetate 2,2,2-trifluoroacetate FC(C(=O)O)(F)F.C(C)(=O)O[C@H]([C@@H](CNC(C1=CC(=C(C(=C1)C)OC(C)=O)C)=O)OC(C)=O)[C@@H]1O[C@](C[C@@H]([C@H]1N)OC(C)=O)(C(=O)OC)CC=C